O=C(C(C=O)=O)CC triketopentane